methyl 3-methyl-5-(1-methylcyclopropyl)-4-oxo-1H,4H,5H-pyrrolo[3,2-c]pyridine-7-carboxylate CC1=CNC2=C1C(N(C=C2C(=O)OC)C2(CC2)C)=O